O1C=C(C=C1)C1=C(CCl)C=CC=C1 2-(Furan-3-yl)benzyl chloride